N-((tetrahydrofuran-3-yl)methyl)methylamine O1CC(CC1)CNC